8-methoxy-N-[(5-methylisoxazol-3-yl)methyl]-6-(5-methyl-2-pyridyl)quinazolin-4-amine COC=1C=C(C=C2C(=NC=NC12)NCC1=NOC(=C1)C)C1=NC=C(C=C1)C